COC(C1=CC2=C(SC(=C2)C(N[C@H]2CCC[C@@H]3N(C2=O)[C@@H](CC3)C(=O)N3CC(C3)C=3C=NC=CC3)=O)C=C1)P(O)(O)=O (methoxy(2-(((3S,6S,9aS)-5-oxo-3-(3-(pyridin-3-yl)azetidine-1-carbonyl)octahydro-1H-pyrrolo[1,2-a]azepin-6-yl)carbamoyl)benzo[b]thiophen-5-yl)methyl)phosphonic acid